(4-(6-acryloyloxyhexyloxy)benzoyloxy)-2-methylbenzene C(C=C)(=O)OCCCCCCOC1=CC=C(C(=O)OC2=C(C=CC=C2)C)C=C1